N-((S)-(7-((S*)-1-(2-(3,3-Difluorocyclobutyl)acetamido)propyl)imidazo[1,2-b]pyridazin-2-yl)(4,4-difluorocyclohexyl)methyl)-1-(ethyl-d5)-1H-pyrazole-5-carboxamide FC1(CC(C1)CC(=O)N[C@@H](CC)C1=CC=2N(N=C1)C=C(N2)[C@@H](NC(=O)C2=CC=NN2C(C([2H])([2H])[2H])([2H])[2H])C2CCC(CC2)(F)F)F |o1:9|